4-(2-((1-(aminomethyl)-3,3-difluorocyclobutyl)methoxy)-4-((1R,5S)-3,8-diazabicyclo[3.2.1]octan-3-yl)-8-fluoroquinazolin-7-yl)naphthalen-2-ol NCC1(CC(C1)(F)F)COC1=NC2=C(C(=CC=C2C(=N1)N1C[C@H]2CC[C@@H](C1)N2)C2=CC(=CC1=CC=CC=C21)O)F